N,1-dimethyl-3-(trifluoromethyl)-4,5,6,7-tetrahydro-2-benzothiophen-5-amine hydrochloride Cl.CNC1CC=2C(=C(SC2C(F)(F)F)C)CC1